tert-butyl (1-(5-(5,6-difluoro-1H-benzo[d]imidazol-2-yl)-3-(5-fluoro-2-formylphenyl)-2-methoxypyridin-4-yl)piperidin-4-yl)carbamate FC1=CC2=C(NC(=N2)C=2C(=C(C(=NC2)OC)C2=C(C=CC(=C2)F)C=O)N2CCC(CC2)NC(OC(C)(C)C)=O)C=C1F